(R)-N-(5-(7-chloro-1H-benzo[d]imidazole-2-carbonyl)-6-methyl-4,5,6,7-tetrahydrothiazolo[5,4-c]pyridin-2-yl)acetamide ClC1=CC=CC2=C1NC(=N2)C(=O)N2CC1=C(C[C@H]2C)N=C(S1)NC(C)=O